P(=O)(OCCCCCCCCCCCCOC(C=C)=O)([O-])[O-] acryloyloxylauryl phosphate